C(C)(C)(C)[Si](OC1CCC=2C1=NC=CC2Cl)(C)C 7-{[tert-butyl-(dimethyl)silyl]oxy}-4-chloro-6,7-dihydro-5H-cyclopenta[b]pyridine